pyridinate N1=C(C=CC=C1)C(=O)[O-]